C1(=CC(=CC=C1)OC(CNC(CNC1=CC=CC=C1)=N)C)C1=CC=CC=C1 N-[2-([1,1'-biphenyl]-3-yloxy)propyl]-2-(phenylamino)Ethanimidamide